4-[({4-fluoro-3-[1-(pyrrolidine-1-carbonyl)pyrrolidin-3-yl]-1-(thiophene-2-carbonyl)-1H-pyrazol-5-yl}oxy)methyl]benzene-1-carboximidamide FC=1C(=NN(C1OCC1=CC=C(C=C1)C(N)=N)C(=O)C=1SC=CC1)C1CN(CC1)C(=O)N1CCCC1